6-(1-(8-(cyclopropylmethyl)-8-azabicyclo[3.2.1]octan-3-yl)piperidin-4-yl)-2-(3-fluoro-4-(methylsulfonyl)phenyl)-4-methyl-1H-benzo[d]imidazole C1(CC1)CN1C2CC(CC1CC2)N2CCC(CC2)C=2C=C(C1=C(NC(=N1)C1=CC(=C(C=C1)S(=O)(=O)C)F)C2)C